OC=1C=C(C=C(C1O)Cl)CCN 2-(3,4-dihydroxy-5-chlorophenyl)ethylamine